1-(2-ethynylphenyl)-4-p-chlorophenyl-3-butyn-1-ol C(#C)C1=C(C=CC=C1)C(CC#CC1=CC=C(C=C1)Cl)O